Cl.N[C@H](C(=O)OCC)CC1=CC(=C(C=C1)O)O ethyl (S)-2-amino-3-(3,4-dihydroxyphenyl)propanoate hydrochloride